tert-butyl N-[2-(2,4-dinitrobenzenesulfonamido)ethyl]carbamate [N+](=O)([O-])C1=C(C=CC(=C1)[N+](=O)[O-])S(=O)(=O)NCCNC(OC(C)(C)C)=O